tert-butoxy-bis(dimethylamino)methane C(C)(C)(C)OC(N(C)C)N(C)C